C(=O)O.C(CCC)OC=1N=C(C2=C(N1)C(=NN2)CC2=C(C=C(C=C2)CN2CCNCC2)OC)N 5-Butoxy-3-(2-methoxy-4-(piperazin-1-ylmethyl)benzyl)-1H-pyrazolo[4,3-d]pyrimidine-7-amine formate